CP(=O)(C)C1=CC=C2C(=N1)N(C(N2C2CN(C2)CC(=C)F)=O)C2=CC=C(C=C2)C(F)(F)F (dimethylphosphoryl)-1-(1-(2-fluoroprop-2-enyl)azetidin-3-yl)-3-(4-(trifluoromethyl)phenyl)-1,3-dihydro-2H-imidazo[4,5-b]pyridin-2-one